Benzyl 4-((tert-butyloxycarbonyl) amino)-2-azabicyclo[2.2.1]heptane-2-carboxylate C(C)(C)(C)OC(=O)NC12CN(C(CC1)C2)C(=O)OCC2=CC=CC=C2